4-[4-(3,8-diazabicyclo[3.2.1]octan-3-yl)-8-fluoro-2-(methylamino)pyrido[4,3-d]pyrimidin-7-yl]naphthalen-2-ol C12CN(CC(CC1)N2)C=2C1=C(N=C(N2)NC)C(=C(N=C1)C1=CC(=CC2=CC=CC=C12)O)F